4-((3-chloro-4-fluorophenyl)amino)-6-methanesulfonamido-1H-indole-2-carboxylic acid ClC=1C=C(C=CC1F)NC1=C2C=C(NC2=CC(=C1)NS(=O)(=O)C)C(=O)O